ClC1=C(O[Zr](OC2=C(C=CC=C2)Cl)(OC2=C(C=CC=C2)Cl)OC2=C(C=CC=C2)Cl)C=CC=C1.[Zr] zirconium tetra(o-chlorophenoxy)zirconium